NC[C@@H]1NC([C@@H](SCC1)C1=CC(=CC=C1)OC1=C(C=CC=C1)Cl)=O (2S,5R)-5-(aminomethyl)-2-[3-(2-chlorophenoxy)phenyl]-1,4-thiazepan-3-one